BrC1=C(SC=C1Br)CC1=NN(C=C1C(=O)N(C)OC)COCC[Si](C)(C)C 3-((3,4-dibromothiophen-2-yl)methyl)-N-methoxy-N-methyl-1-((2-(trimethylsilyl)ethoxy)methyl)-1H-pyrazole-4-carboxamide